BrC1=CC(=CC2=C1N(C=N2)C2CC2)C(=O)NC2=CC=C(C=C2)OC(F)(F)Cl 7-bromo-N-(4-(chlorodifluoromethoxy)phenyl)-1-cyclopropyl-1H-benzo[d]imidazole-5-carboxamide